3-(2-(6,7-dihydro-[1,2,3]triazolo[1,5-a]pyrazin-5(4H)-yl)-1,1-difluoro-2-oxoethyl)-4-fluoro-N-(4-fluoro-3-methylphenyl)benzamide N1=NC=C2N1CCN(C2)C(C(F)(F)C=2C=C(C(=O)NC1=CC(=C(C=C1)F)C)C=CC2F)=O